NC1C=C(C=CC1(N)N)C1=CC=C(N)C=C1 3,4-diaminobenzidine